3-(3,4-dihydroxy-5-methoxyphenyl)prop-2-enoic acid OC=1C=C(C=C(C1O)OC)C=CC(=O)O